tert-butyl 4-(1-(3-bromo-2-cyanophenyl)-3,3-dimethyl-2-oxoindolin-6-yl)piperazine-1-carboxylate BrC=1C(=C(C=CC1)N1C(C(C2=CC=C(C=C12)N1CCN(CC1)C(=O)OC(C)(C)C)(C)C)=O)C#N